myristylmethyl-beta-alanine C(CCCCCCCCCCCCC)N(CCC(=O)O)C